C1(CC1)N1N=CC(=C1)C1CN(CC(O1)C)C1=NC2=NC(=CN=C2C(=N1)C12CC(C1)(C2)C(F)(F)F)C 2-(1-cyclopropyl-1H-pyrazol-4-yl)-6-methyl-4-(7-methyl-4-(3-(trifluoromethyl)bicyclo[1.1.1]pentan-1-yl)pteridin-2-yl)morpholine